(S)-2-amino-N-(4-(2,5-dimethylpyridin-4-yl)phenyl)-3,3-diphenylpropionylAmine dihydrochloride Cl.Cl.N[C@H](C(=O)NC1=CC=C(C=C1)C1=CC(=NC=C1C)C)C(C1=CC=CC=C1)C1=CC=CC=C1